Tert-butyl (S)-3-((2-(2,6-bis(benzyloxy)pyridin-3-yl)-6-fluoro-1-oxoisoindolin-5-yl)oxy)pyrrolidine-1-carboxylate C(C1=CC=CC=C1)OC1=NC(=CC=C1N1C(C2=CC(=C(C=C2C1)O[C@@H]1CN(CC1)C(=O)OC(C)(C)C)F)=O)OCC1=CC=CC=C1